BrC1=CC(=NC=C1C#N)N1CCCC1 4-bromo-6-(pyrrolidin-1-yl)nicotinonitrile